C=1(C(=CC=C2C=CC=CC12)S(=O)(=O)[O-])S(=O)(=O)OCOS(=O)(=O)C=1C(=CC=C2C=CC=CC12)S(=O)(=O)[O-] methylene bisnaphthalenedisulfonate